2-fluoro-4-((2-(2-methylthiazol-4-yl)pyridin-4-yl)oxy)aniline FC1=C(N)C=CC(=C1)OC1=CC(=NC=C1)C=1N=C(SC1)C